[6-[[5-(trifluoromethyl)-1H-imidazol-2-yl]methyl]-2,6-diazaspiro[3.3]heptan-2-yl]-[6-[3-(trifluoromethyl)-1,2,4-triazol-1-yl]-2-azaspiro[3.3]heptan-2-yl]methanone FC(C1=CN=C(N1)CN1CC2(CN(C2)C(=O)N2CC3(C2)CC(C3)N3N=C(N=C3)C(F)(F)F)C1)(F)F